C12CCCC(CC1)C2NC(CN2C(C(=CC=C2)NC([C@H](CCC(C(=O)NCC)=O)NC(=O)C=2C(=NOC2C)C)=O)=O)=O (2S)-N1-(1-(2-(bicyclo[3.2.1]octan-8-ylamino)-2-oxoethyl)-2-oxo-1,2-dihydropyridin-3-yl)-2-(3,5-dimethylisoxazole-4-carboxamido)-N6-ethyl-5-oxohexanediamide